3-(3-Chloroanilinoformyl)-N-(4-(1-isopropyl-1H-pyrazol-4-yl)5-methylpyrimidin-2-yl)-1,2,3,4-tetrahydroisoquinolin-6-amine ClC=1C=C(NC(=O)C2NCC3=CC=C(C=C3C2)NC2=NC=C(C(=N2)C=2C=NN(C2)C(C)C)C)C=CC1